2-(2,6-Dioxopiperidin-3-yl)-1,3-dioxo-N-(4-((2-(pyridin-4-yloxy)phenyl)carbamoyl)benzyl)isoindoline-5-carboxamide O=C1NC(CCC1N1C(C2=CC=C(C=C2C1=O)C(=O)NCC1=CC=C(C=C1)C(NC1=C(C=CC=C1)OC1=CC=NC=C1)=O)=O)=O